C(CCC)C(C(=O)N)(C)C butyl-2-methylpropionamide